C(C)(C)(C)C1C(CCCC1)CC(CC)O 1-(2-t-butylcyclohexyl)-2-butanol